(3,5-dichloro-4-((4'-chloro-2'-oxospiro[cyclopropane-1,3'-indolin]-5'-yl)oxy)phenyl)-1,2,4-triazine-3,5(2H,4H)-dione ClC=1C=C(C=C(C1OC=1C(=C2C3(C(NC2=CC1)=O)CC3)Cl)Cl)N3N=CC(NC3=O)=O